1-((4-bromophenyl)amino)-N-(tert-butyl)-3-oxo-1,3-dihydroisobenzofuran-1-carboxamide BrC1=CC=C(C=C1)NC1(OC(C2=CC=CC=C12)=O)C(=O)NC(C)(C)C